[Br-].C(CCCCCCCCCCC)[N+](C)(C)CCO dodecylhydroxyethyl-dimethyl-ammonium bromide